ClC=1N(C=C(N1)C1=CC(=CC=C1)Cl)C 2-chloro-4-(3-chlorophenyl)-1-methyl-imidazole